FC(C=1C=C(C=CC1)N1C(NC(C2=C1CCNC2=O)C2=CC=C(C#N)C=C2)=O)F 4-(1-(3-(Difluoromethyl)phenyl)-2,5-dioxo-1,2,3,4,5,6,7,8-octahydropyrido[4,3-d]-pyrimidin-4-yl)benzonitrile